ClC1=C(C(=O)C2=CNC3=C2C2=C(NC([C@](N2)(C)COC)=O)C=N3)C=CC(=C1)OC1=CC=CC=C1 (S)-9-(2-chloro-4-phenoxybenzoyl)-2-(methoxymethyl)-2-methyl-1,2,4,7-tetrahydro-3H-pyrrolo[3',2':5,6]pyrido[3,4-b]pyrazin-3-one